6-chloro-3-(1H-imidazol-1-yl)-5-methoxy-1-methyl-2-(1H-1,2,4-triazol-5-yl)-1H-pyrrolo-[3,2-b]pyridine ClC=1C=C2C(=NC1OC)C(=C(N2C)C2=NC=NN2)N2C=NC=C2